N-[1-(3,4-dimethylpyrimido[4',5':4,5]thieno[2,3-c]pyridazin-8-yl)azetidin-3-yl]acetamide CC1=C(C2=C(N=N1)SC1=C2N=CN=C1N1CC(C1)NC(C)=O)C